C(CCC)C(C(=O)OCCCCCCOCC(COCCOCCOCCOCCO)OCCCCCCOC(C(CCCCCC)CCCC)=O)CCCCCC 6-[2-[6-(2-butyloctanoyloxy)hexoxy]-3-[2-[2-[2-(2-hydroxyethoxy)ethoxy] ethoxy] ethoxy] propoxy]hexyl 2-butyloctanoate